1-(4-chlorophenyl)-3-(2-methyl-2H-indazol-5-yl)-7-((2,2,2-trifluoroethyl)amino)-3,4-dihydropyrimido[4,5-d]pyrimidin-2(1H)-one ClC1=CC=C(C=C1)N1C(N(CC=2C1=NC(=NC2)NCC(F)(F)F)C2=CC1=CN(N=C1C=C2)C)=O